ethyl 2-[(6-hydroxy-10-phenyl-[1,2,4]triazolo[5,1-a]isoquinoline-5-carbonyl)amino]acetate OC1=C(N2C(C3=C(C=CC=C13)C1=CC=CC=C1)=NC=N2)C(=O)NCC(=O)OCC